3-(methoxymethyl)-5-vinyl-phenol COCC=1C=C(C=C(C1)C=C)O